C(C)(C)(C)OC(N[C@H](C)CC(C1=CC=CC=C1)(C1=CC=CC=C1)C#N)=O (R)-(4-cyano-4,4-diphenylbutan-2-yl)carbamic acid tert-butyl ester